BrC=1C=C(C=C(C1)Cl)C1N(CCS(C1)(=O)=O)C(=O)OC(C)(C)C tert-butyl 3-(3-bromo-5-chlorophenyl)thiomorpholine-4-carboxylate 1,1-dioxide